ClC=1C=C2C(=C(C=NC2=CC1)C=1CN(CC1)C(=O)OC(C)(C)C)NC1=C(C=C(C=C1)Cl)C(=O)OC tert-butyl 3-[6-chloro-4-(4-chloro-2-methoxy carbonyl-anilino)-3-quinolyl]-2,5-dihydropyrrole-1-carboxylate